C(C)(C)(C)OC(=O)N1C=C(C2=CC=C(C=C12)OC)CC(C)O 3-(2-hydroxypropyl)-6-methoxy-1H-indole-1-carboxylic acid tert-butyl ester